2,3-dimethyl-1-hexyl acrylate C(C=C)(=O)OCC(C(CCC)C)C